ClC=1C=CC(=C(C1)C1=CC(=C(N=N1)C)NC1=CC(=NC=C1)NC(=O)CCN1CC(NCC1)C(=O)[O-])F.[Li+] lithium 4-{2-[(4-{[6-(5-chloro-2-fluorophenyl)-3-methylpyridazin-4-yl]amino}pyridin-2-yl)carbamoyl]ethyl}piperazine-2-carboxylate